N-(2'-chloro-4'-(cyclopropylethynyl)-[1,1'-biphenyl]-4-yl)-2,6-difluorobenzamide ClC1=C(C=CC(=C1)C#CC1CC1)C1=CC=C(C=C1)NC(C1=C(C=CC=C1F)F)=O